FC1=CC=CC=2NC(=NC21)[C@H](C)NC([C@H](CC(=O)N2[C@H](CCCC2)C)NC(=O)[C@@H]2[C@H](C2)C2=CC=CC=C2)=O (1S,2S)-N-((S)-1-(((S)-1-(4-fluoro-1H-benzo[d]imidazol-2-yl)ethyl)amino)-4-((S)-2-methylpiperidin-1-yl)-1,4-dioxobutan-2-yl)-2-phenylcyclopropane-1-carboxamide